octahydro-1H-cyclopenta[b]-pyridine-3-carboxamide N1C2C(CC(C1)C(=O)N)CCC2